tert-butyl (R)-3-(2-fluoro-4-((4-(3-methoxyprop-1-yn-1-yl) pyrimidin-2-yl) amino)-N-(8-methylisoquinolin-1-yl)benzamido)piperidine-1-carboxylate FC1=C(C(=O)N(C2=NC=CC3=CC=CC(=C23)C)[C@H]2CN(CCC2)C(=O)OC(C)(C)C)C=CC(=C1)NC1=NC=CC(=N1)C#CCOC